COC(C1CCN(CC1)C1=CC=C(C=C1)C1C2(CCC3=CC(=CC=C13)O)CCC1=CC=CC=C12)OC 1'-(4-(4-(dimethoxymethyl)piperidin-1-yl)phenyl)-2,3,3',4'-tetrahydro-1'H-spiro[indene-1,2'-naphthalen]-6'-ol